C(C=C)(=O)O.C(C)OCC monoethyl ether monoacrylate